CC(CC(C)O)CC(CC(CC)C)C 4,6,8-trimethyldecan-2-ol